C[Si](OC(C1=CC=CC=C1)=O)(OC(C1=CC=CC=C1)=O)OC(C1=CC=CC=C1)=O methyl-tri(benzoyloxy)silane